[OH-].C(CCC)[NH3+] n-butylammonium hydroxide